OCCOCCOC1=CC2=C(N(C(N2C)=O)C2C(N(C(CC2)=O)CC2=CC=C(C=C2)OC)=O)C=C1 3-(5-(2-(2-hydroxyethoxy)ethoxy)-3-methyl-2-oxo-2,3-dihydro-1H-benzo[d]imidazol-1-yl)-1-(4-methoxybenzyl)piperidine-2,6-dione